C(C)N1C=2C=CC(=CC2C=2C(=C3C(=C(C12)C)C=C[N+](=C3)CCCCCCCCCCCCCC)C)O 6-Ethyl-5,11-dimethyl-2-tetradecylpyrido[4,3-b]carbazol-2-ium-9-ol